ClC1=NC=CC(=C1)C1=CC=2C(N(CCC2N1C)C(=O)OC(C)(C)C)=O tert-butyl 2-(2-chloropyridin-4-yl)-1-methyl-4-oxo-1,4,6,7-tetrahydro-5H-pyrrolo[3,2-c]pyridine-5-carboxylate